1,4,11-trioxa-7,13-diaza-cyclopentadecane O1CCOCCNCCCOCNCC1